O=C1NC2=CC=CC=C2C1CC(=O)NC1=CC(=C(C(=C1)F)F)F 2-(2-oxo-2,3-dihydro-1H-indol-3-yl)-N-(3,4,5-trifluorophenyl)acetamide